4-cyclopropoxy-N-(3,5-difluoro-4-((6-methoxy-7-(2-methoxyethoxy)quinolin-4-yl)oxy)phenyl)pyridine-3-carboxamide C1(CC1)OC1=C(C=NC=C1)C(=O)NC1=CC(=C(C(=C1)F)OC1=CC=NC2=CC(=C(C=C12)OC)OCCOC)F